tert-butyl (cis-3-amino-1-methylcyclobutyl)carbamate CC1(CC(C1)N)NC(=O)OC(C)(C)C